BrC=1C(=C(C=CC1)N1N=C(C=C1C(NC)([2H])[2H])C)F 1-(1-(3-bromo-2-fluorophenyl)-3-methyl-1H-pyrazol-5-yl)-N-methylmethan-d2-amine